3,9-bis{2-[3-(3-t-butyl-4-hydroxy-5-methylphenyl)propionyloxyoxy]-1,1-dimethylethyl}-2,4,8,10-tetraoxaspiro[5.5]undecane C(C)(C)(C)C=1C=C(C=C(C1O)C)CCC(=O)OOCC(C)(C)C1OCC2(CO1)COC(OC2)C(COOC(CCC2=CC(=C(C(=C2)C)O)C(C)(C)C)=O)(C)C